ClC=1C=C(C=CC1F)NC(N(C(C)C1=CNC(C2=CC=CC=C12)=O)CC[C@@H](C)O)=O 3-(3-Chloro-4-fluorophenyl)-1-((R)-3-hydroxybutyl)-1-(1-(1-oxo-1,2-dihydroisoquinolin-4-yl)ethyl)urea